5-chloro-N-(2-cyano-6-fluorophenyl)-2-((3-fluoro-4-(4-(2-methyl-1-oxopropan-2-yl)piperazin-1-yl)phenyl)amino)pyrimidine-4-carboxamide 4-(2,3-dimethylpyridin-4-yl)phenylpropionate CC1=NC=CC(=C1C)C1=CC=C(C=C1)OC(CC)=O.ClC=1C(=NC(=NC1)NC1=CC(=C(C=C1)N1CCN(CC1)C(C=O)(C)C)F)C(=O)NC1=C(C=CC=C1F)C#N